2-[1-[2,6-difluoro-4-[4-(isobutylamino)pyrimidin-2-yl]phenyl]-4-piperidinyl]acetic acid FC1=C(C(=CC(=C1)C1=NC=CC(=N1)NCC(C)C)F)N1CCC(CC1)CC(=O)O